4-[1-[3-[4-[2-(2-amino-3-pyridyl)-5-phenyl-imidazo[4,5-b]pyridin-3-yl]phenyl]azetidin-1-yl]ethyl]benzoic acid NC1=NC=CC=C1C1=NC=2C(=NC(=CC2)C2=CC=CC=C2)N1C1=CC=C(C=C1)C1CN(C1)C(C)C1=CC=C(C(=O)O)C=C1